N-(beta-aminoethyl)γ-aminopropyltriethoxysilane NCCNCCC[Si](OCC)(OCC)OCC